3-(4-aminophenyl)-5-(2-morpholinoethyl)isothiazol NC1=CC=C(C=C1)C1=NSC(=C1)CCN1CCOCC1